BrC=1C=CC2=C(SC3=C2C=CC(=C3)Br)C1 3,7-dibromo-dibenzo[b,d]thiophene